P(=O)(OCC1=CC=CC=C1)(OCC1=CC=CC=C1)OC1CN(C1)C(CCC1=CC=C(C=C1)OCCCCCCCCC)=O Dibenzyl 1-{3-[4-(nonyloxy)phenyl]propanoyl}azetidin-3-yl phosphate